2-{[1,3-dimethyl-2,4-dioxo-7-(pyrrolidin-1-yl)-1,2,3,4-tetrahydropyrido[2,3-d]pyrimidin-5-yl]amino}-N-(p-tolyl)acetamide CN1C(N(C(C2=C1N=C(C=C2NCC(=O)NC2=CC=C(C=C2)C)N2CCCC2)=O)C)=O